BrC1=CC(=CC(=C1)OC1CCC1)Cl 1-bromo-3-chloro-5-cyclobutoxy-benzene